(trans)-N1-((1S,2R)-2-(4-(1H-pyrazol-5-yl)phenyl)cyclopropyl)cyclohexane-1,4-diamine N1N=CC=C1C1=CC=C(C=C1)[C@@H]1[C@H](C1)N[C@@H]1CC[C@H](CC1)N